C1(CCC1)NC1=NC=C2N=C(N(C2=N1)C1CCC(CC1)(C(=O)N)C)NC1=C(C=C(C=C1Cl)F)Cl (1s,4s)-4-(2-(cyclobutylamino)-8-(2,6-dichloro-4-fluorophenylamino)-9H-purin-9-yl)-1-methylcyclohexanecarboxamide